FC=1C=C(C=CC1C1=NC=2C=CNC(C2C(=C1)NC1=NC=C(C=C1)N1CCC(CC1)O)=O)NC(=O)C1CCCC1 N-[3-fluoro-4-[4-[[5-(4-hydroxy-1-piperidyl)-2-pyridyl]amino]-5-oxo-6H-1,6-naphthyridin-2-yl]phenyl]cyclopentanecarboxamide